N-(3-(N-(4-(aminomethyl)benzyl)sulfamoyl)-4-methylphenyl)-2-(4,5-dichloro-6-oxopyridazin-1(6H)-yl)acetamide NCC1=CC=C(CNS(=O)(=O)C=2C=C(C=CC2C)NC(CN2N=CC(=C(C2=O)Cl)Cl)=O)C=C1